6-[Methyl-(2,2,2-trifluoroacetyl)-amino]-hexanoyl chloride CN(CCCCCC(=O)Cl)C(C(F)(F)F)=O